N,N-Diisopropyl-2-[7-(pyrrolidin-3-yl)pyrrolo[2,1-f][1,2,4]triazin-5-yl]benzamide-2-d C(C)(C)N(C(C1C(C=CC=C1)([2H])C=1C=C(N2N=CN=CC21)C2CNCC2)=O)C(C)C